tert-Butyl (R,E)-3-methoxy-7-(triisopropylsilyl)hept-4-en-6-ynoate CO[C@H](CC(=O)OC(C)(C)C)\C=C\C#C[Si](C(C)C)(C(C)C)C(C)C